COC1=CC=C(C=C1)CN1C=NC=2N=CN(C(C12)=O)C 7-[(4-methoxyphenyl)methyl]-1-methyl-6,7-dihydro-1H-purin-6-one